FC1=CC=C2C(=NN(C2=C1)C(=O)OCCCC)C1=C(C=CC=C1)[N+](=O)[O-] butyl 6-fluoro-3-(2-nitrophenyl)-1H-indazole-1-carboxylate